FC1=C(C=C(C=C1)OC=1C(=C2C=CNC2=CC1F)C(NC)=O)C=1NC(=CN1)CC=1C=C(C=CC1)CCC(=O)OC Methyl 3-(3-((2-(2-fluoro-5-((6-fluoro-4-(methylcarbamoyl)-1H-indol-5-yl)oxy)phenyl)-1H-imidazol-5-yl)methyl)phenyl)propanoate